[Si](C)(C)(C(C)(C)C)O[C@@H](COC1=CC(=NC(=C1)[C@]1(COCC1)OC)N1N=C(C=2C=NC(=CC21)NC(=O)N)C)C (1-(4-((R)-2-((tert-butyldimethylsilyl)oxy)propoxy)-6-((R)-3-methoxytetrahydrofuran-3-yl)pyridine-2-yl)-3-methyl-1H-pyrazolo[4,3-c]pyridine-6-yl)urea